BrC=1C=C(C(=O)C=[S](C)(C)Br)C=CC1 3-(bromo)benzoylmethylenedimethyl-sulphur bromide